[Mg+2].C([O-])([O-])=O.[Mg+2].[Ca+2].C([O-])([O-])=O.C([O-])([O-])=O calcium magnesium carbonate, magnesium salt